P(=O)(OCCCCCCCCCCOC(C=C)=O)(O)O acryloyloxydecyl Dihydrogen phosphate